C(C)(C)(C)OC(=O)N1C2(CC2)CN(CC1)C=1C=NC(=CC1)N 7-(6-aminopyridine-3-yl)-4,7-diazaspiro[2.5]octane-4-carboxylic acid tert-butyl ester